FC(C=1C(=C(C=CC1)[C@@H](C)NC=1C2=C(N=C(N1)C)C=NC(=C2)C2(CCN(CC2)C(C)=O)OCC(F)F)F)F (R)-1-(4-(4-((1-(3-(difluoromethyl)-2-fluorophenyl)ethyl)amino)-2-methylpyrido[3,4-d]pyrimidin-6-yl)-4-(2,2-difluoroethoxy)piperidin-1-yl)ethan-1-one